BrC1=CC=C(C=C1)[C@@H]1[C@H]([C@@H](C[C@@H](C1)OC([2H])([2H])[2H])C(NC1=C(C=C(C=C1)C(F)(F)F)F)=O)C(=O)O |r| rac-(1R,2S,4R,6R)-2-(4-bromophenyl)-6-((2-fluoro-4-(trifluoromethyl)phenyl)carbamoyl)-4-(methoxy-d3)cyclohexane-1-carboxylic acid